[2,4'-bipyridin]-2'(1'H)-one N1=C(C=CC=C1)C1=CC(NC=C1)=O